CN([C@H]1C[C@H]([C@H](CC1)N1C([C@H](CC1)NC1=NC=NC2=CC=C(C=C12)C(F)(F)F)=O)CCC)C(C)C (3S)-1-[(1S,2R,4R)-4-[methyl(propan-2-yl)amino]-2-propylcyclohexyl]-3-{[6-(trifluoromethyl)quinazolin-4-yl]amino}pyrrolidin-2-one